ethyl 6-[(3-benzyloxypyrazol-1-yl)methyl]-5-bromo-2-(3,4-dichlorophenyl)-1-ethyl-4-oxo-pyridine-3-carboxylate C(C1=CC=CC=C1)OC1=NN(C=C1)CC1=C(C(C(=C(N1CC)C1=CC(=C(C=C1)Cl)Cl)C(=O)OCC)=O)Br